N1C=C(C2=CC=CC=C12)NC(=O)N1CCN(CC1)C1=CC=CC=C1 N-(1H-indol-3-yl)-4-phenylpiperazine-1-carboxamide